FC1([C@@H](C1)C1=CC=CC(=N1)C(=O)NC=1C(=C(C=2N(C1)C=C(N2)C2CCN(CC2)C(=O)OC(C)(C)C)F)C(C)(C)O)F |o1:2| (S or R)-tert-butyl 4-(6-(6-(2,2-difluorocyclopropyl)picolinamido)-8-fluoro-7-(2-hydroxypropane-2-yl)imidazo[1,2-a]pyridin-2-yl)piperidine-1-carboxylate